ClC1=C(C(=C(N=N1)N)C)COC chloro-5-(methoxymethyl)-4-methylpyridazin-3-amine